5-(4-methoxyphenyl)-1,3,4-oxadiazol-2(3H)-one COC1=CC=C(C=C1)C1=NNC(O1)=O